amino-5-methylpyridinecarboxylic acid hydrochloride Cl.NC=1C(=NC=C(C1)C)C(=O)O